2'-ethoxy-N-[(3R)-pyrrolidin-3-yl]-5-({2-[5-(trifluoromethyl)thiophene-3-carbonyl]-2-azaspiro[3.3]heptan-6-yl}oxy)-[2,3'-bipyridine]-6-carboxamide C(C)OC1=NC=CC=C1C1=NC(=C(C=C1)OC1CC2(CN(C2)C(=O)C2=CSC(=C2)C(F)(F)F)C1)C(=O)N[C@H]1CNCC1